FC(C(=O)O)(F)F.FC=1C=C(C=C(C1)F)CC=1C=C2C(=NNC2=CC1)NC(C1=C(C=CC=C1)NC1CCNCC1)=O N-[5-[(3,5-difluorophenyl)methyl]-1H-indazol-3-yl]-2-(4-piperidylamino)benzamide trifluoroacetate